(2S,4S,6R)-1-benzyl-4-hydroxy-6-methylpiperidine-2-carboxylic acid methyl ester COC(=O)[C@H]1N([C@@H](C[C@@H](C1)O)C)CC1=CC=CC=C1